(E)-bis(4-chlorophenyl)-6-nitroquinoxaline-2,3-diamine ClC1=CC=C(C=C1)C1=C(C(=C2N=C(C(=NC2=C1)N)N)C1=CC=C(C=C1)Cl)[N+](=O)[O-]